3-[(6-[6-methoxy-5-[1-(oxan-2-yl)pyrazol-4-yl]pyridin-2-yl]pyridazin-3-yl)(methyl)amino]-8-azabicyclo[3.2.1]octane-8-carboxylate COC1=C(C=CC(=N1)C1=CC=C(N=N1)N(C1CC2CCC(C1)N2C(=O)[O-])C)C=2C=NN(C2)C2OCCCC2